[N].FC1=CC=C(C=C1)C=1C=C2C(=CN=NC2=CC1)O 6-(4-fluorophenyl)-cinnolin-4-ol Nitrogen